NC1=C(C=CC(=C1)Br)C1=CC(=CC(=C1)C(=O)NC)C1=CC=C(C=C1)S(N)(=O)=O amino-4-bromo-N-methyl-4''-sulfamoyl-[1,1':3',1''-terphenyl]-5'-carboxamide